ethyl (S)-1-((R)-2-((1-chloro-4-(2-chloro-4-fluorophenyl)isoquinolin-7-yl)oxy)propanoyl)piperidine-3-carboxylate ClC1=NC=C(C2=CC=C(C=C12)O[C@@H](C(=O)N1C[C@H](CCC1)C(=O)OCC)C)C1=C(C=C(C=C1)F)Cl